(2E)-4-[methyl(propan-2-yl)amino]but-2-enoic acid CN(C/C=C/C(=O)O)C(C)C